ClC1=CC2=C(S1)[C@@]1(C[C@@H](N(CC1)C(=O)OC(C)(C)C)C)OCC2OC tert-butyl (2'S,7R)-2-chloro-4-methoxy-2'-methyl-spiro[4,5-dihydrothieno[2,3-c]pyran-7,4'-piperidine]-1'-carboxylate